FC(C=1C(=CNC(C1)=O)C(=O)NC1=C(C=C(C(=C1)C=1CNCC1)F)N1C[C@@H](N(CC1)C)C)F (S)-4-(difluoromethyl)-N-(5-(2,5-dihydro-1H-pyrrol-3-yl)-2-(3,4-dimethylpiperazin-1-yl)-4-fluorophenyl)-6-oxo-1,6-dihydropyridine-3-carboxamide